dimethyl-pyrrolo[2,3-b]pyridine CC1=C(NC2=NC=CC=C21)C